tert-butyl N-[(1S)-2-[4-bromo-3-chloro-2-(2,6-difluorobenzoyl)anilino]-1-methyl-2-oxo-ethyl]carbamate BrC1=C(C(=C(NC([C@H](C)NC(OC(C)(C)C)=O)=O)C=C1)C(C1=C(C=CC=C1F)F)=O)Cl